COC(=O)C1=C(NC(=C(C1C=1C2=C(SC1)C=CC=C2)C(=O)C2CC2)C2CCCCC2)C2CCCCC2 4-(benzo[b]thiophen-3-yl)-5-(cyclopropanecarbonyl)-2,6-dicyclohexyl-1,4-dihydropyridine-3-carboxylic acid methyl ester